N=1C(=CN2C1C=CC=C2)C(=O)N2CCC(CC2)C2=C(C=CC=C2)C(F)(F)F imidazo[1,2-a]pyridin-2-yl(4-(2-(trifluoromethyl)phenyl)piperidin-1-yl)methanone